tert-butyl 3-(((3-bromopyridin-2-yl)oxy)methyl)pyrrolidine-1-carboxylate BrC=1C(=NC=CC1)OCC1CN(CC1)C(=O)OC(C)(C)C